FC1(C2CNCC2C1)F 6,6-difluoro-3-azabicyclo[3.2.0]heptane